FC=1C(=C(C=CC1F)C1C(SC(C1)(C(F)(F)F)C)C(=O)NC1=CC=2N(C=C1)N=NN2)OC 3-(3,4-difluoro-2-methoxyphenyl)-5-methyl-N-(tetrazolo[1,5-a]pyridin-7-yl)-5-(trifluoromethyl)tetrahydrothiophene-2-carboxamide